C(C)OC(=O)C1N(C1)C(F)(F)F (trifluoromethyl)aziridine-2-carboxylic acid ethyl ester